((5-bromo-2-chloropyridin-4-yl)carbamothioyl)benzamide BrC=1C(=CC(=NC1)Cl)NC(=S)C1=C(C(=O)N)C=CC=C1